7-chloro-12,12,19,30-tetramethyl-3,8,10,14,17,18,22,26,31-nonaazahexacyclo[19.6.2.12,5.117,20.04,9.025,29]hentriaconta-1(28),2,4,6,8,18,20(30),21(29),22,24-decaen-15,27-dione ClC1=CC2=C3N=C(C=4C(NC5=CC=NC(C=6C(=NN(CC(NCC(CNC3=N1)(C)C)=O)C6C)C)=C5C4)=O)N2